C(=O)(O)C1CNCCC1 3-carboxy-piperidin